3-(dibutylaminomethyldiethoxysilyl)styrene C(CCC)N(CCCC)C[Si](C=1C=C(C=C)C=CC1)(OCC)OCC